(R)-N-(4,4-difluoro-1-methylpyrrolidin-3-yl)-5-(1-(2,2-difluoroethyl)-4-fluoro-2-methyl-1H-benzo[d]imidazol-6-yl)-6-fluoro-4-(methoxy-d3)pyrrolo[2,1-f][1,2,4]triazin-2-amine FC1([C@@H](CN(C1)C)NC1=NN2C(C(=N1)OC([2H])([2H])[2H])=C(C(=C2)F)C=2C=C(C1=C(N(C(=N1)C)CC(F)F)C2)F)F